CC=1C(=C(C=C(C1)C)O)[N+](=O)[O-] 3,5-Dimethyl-2-nitrophenol